ClC1=CC(=C(C=C1)NC(=O)C1=CC(=NC=C1)C(F)(F)F)C(N[C@@H](CCC(C)(F)F)C(C(=O)N)=O)=O N-[4-chloro-2-[[(1S)-4,4-difluoro-1-oxamoyl-pentyl]carbamoyl]phenyl]-2-(trifluoromethyl)pyridine-4-carboxamide